4-(1-((2-(trimethylsilyl)ethoxy)methyl)-1H-imidazol-5-yl)benzamide C[Si](CCOCN1C=NC=C1C1=CC=C(C(=O)N)C=C1)(C)C